2-bromo-5-(7-methyl-spiro[2H-benzofuran-3,1'-cyclopropan]-4-yl)oxy-pyrazine BrC1=NC=C(N=C1)OC1=CC=C(C2=C1C1(CC1)CO2)C